COC1=CC=C(CNC2C=3N(C4=CC=C(C=C4N2)C(=O)O)C=NC3)C=C1 4-((4-methoxybenzyl)amino)-4,5-dihydroimidazo[1,5-a]quinoxaline-7-carboxylic acid